C(CC)(=O)O.C(CC)(=O)O.C(CC)(N)N propanediamine dipropionate